COC1=C(CNS(=O)(=O)C=2C=C(C=CC2C=2OC(=NN2)C(F)(F)F)NC(CC2=C(C=CC=C2)F)=O)C=CC(=C1)OC N-{3-[(2,4-Dimethoxybenzyl)sulfamoyl]-4-[5-(trifluoromethyl)-1,3,4-oxadiazol-2-yl]phenyl}-2-(2-fluorophenyl)acetamide